C(C)(C)(C)OC(=O)N1CCN(CC1)C(CC(=O)O)=O 3-(4-(tert-butoxycarbonyl)piperazin-1-yl)-3-oxopropionic acid